B(O)(O)C1=CC(=C(C(=O)O)C=C1)CC(C)C 4-BORONO-2-ISOBUTYLBENZOIC ACID